ClC=1N=C(C2=C(N1)CCC2)C2=NC=CC=C2 2-chloro-4-(2-pyridyl)-6,7-dihydro-5H-cyclopenta[d]pyrimidine